C(C)(C)(C)OC(=O)N1CC(=CC1)C=1N(C(C2=C(N1)N(CCC2)C)=O)CC2=CC=C(C=C2)OC 3-(3-(4-methoxybenzyl)-8-methyl-4-oxo-3,4,5,6,7,8-hexahydropyrido[2,3-d]pyrimidin-2-yl)-2,5-dihydro-1H-pyrrole-1-carboxylic acid tert-butyl ester